C(=O)OC(C)C i-propyl formate